FC(C(C(F)(F)F)(C1=CC=C(N)C=C1)F)(F)F 4-(Perfluoropropan-2-yl)aniline